Cholesten-3,24(S)-diol C=C(C)[C@H](CC[C@@H](C)[C@H]1CC[C@H]2[C@@H]3CCC4CC(CC[C@]4(C)[C@H]3CC[C@]12C)O)O